2-formyl-3-tert-butylcarbonyloxy-pyridin-4-one C(=O)C1=NC=CC(C1OC(=O)C(C)(C)C)=O